(3S)-1-(3-bromophenyl)-N-(7-cyano-7-azabicyclo[2.2.1]heptan-2-yl)-5-oxo-3-pyrrolidinecarboxamide BrC=1C=C(C=CC1)N1C[C@H](CC1=O)C(=O)NC1C2CCC(C1)N2C#N